N-(3-(methoxymethyl)phenyl)-3-methyl-5-oxo-1-phenyl-4,5-dihydro-1H-pyrazole-4-carboxamide COCC=1C=C(C=CC1)NC(=O)C1C(=NN(C1=O)C1=CC=CC=C1)C